COC1(CCN(CC1)N1C(C(=CC2=NC=CC=C12)C#N)=O)C (4-methoxy-4-methylpiperidin-1-yl)-2-oxo-1,2-dihydro-1,5-naphthyridine-3-carbonitrile